C(C)C=1C=C(C=CC1)NC(C(N1SC2=C(C1=O)C=CC=C2)C)=O N-(3-Ethylphenyl)-α-methyl-3-oxo-1,2-benzisothiazole-2(3H)-acetamide